[Sn].C(CC)O n-propanol tin